1-(2-(Acetoxymethyl)-3-fluoropyridin-4-yl)-1-oxopropan-2-yl (8aR)-7-(3-chloro-2-fluoro-6-(1H-tetrazol-1-yl)phenyl)-5-oxo-1,2,3,5,8,8a-hexahydroindolizine-3-carboxylate ClC=1C(=C(C(=CC1)N1N=NN=C1)C1=CC(N2C(CC[C@@H]2C1)C(=O)OC(C(=O)C1=C(C(=NC=C1)COC(C)=O)F)C)=O)F